ethyl 7-fluoro-4-hydroxy-2-naphthoate FC1=CC=C2C(=CC(=CC2=C1)C(=O)OCC)O